tryptophan methyl-3-bromo-1-((3-((tert-butoxycarbonyl)amino)oxetan-3-yl)methyl)-4-(pyridin-4-yl)-1H-pyrrole-2-carboxylate CC1=C(C(=C(N1CC1(COC1)NC(=O)OC(C)(C)C)C(=O)O)Br)C1=CC=NC=C1.N[C@@H](CC1=CNC2=CC=CC=C12)C(=O)O